ClC1=CC=C(C(=O)NC2=CC=C(C=C2)C=2C=C3C=C(NC3=CC2)C(=O)N2CC3=CC(=C(C=C3CC2)OC)OC)C=C1 4-chloro-N-(4-(2-(6,7-dimethoxy-1,2,3,4-tetrahydroisoquinoline-2-carbonyl)-1H-indol-5-yl)phenyl)benzamide